C(C)(C)C1C(CC(CC1)C)OC(=O)OCC(C)O 2-isopropyl-5-methylcyclohexyloxy-carbonyloxy-2-hydroxypropane